CC1=C(C=NC(=C1)C(F)(F)F)O 4-methyl-6-(trifluoromethyl)pyridin-3-ol